FC1=CC=C(C=C1)N1N=CC2=C1C=C1CCN(C[C@]1(C2)[C@@H](O)C2=NC=CC=N2)S(=O)(=O)C=2C=C(C=CC2)C |&1:20| (R)-(1-(4-fluorophenyl)-6-(m-tolylsulfonyl)-4,4a,5,6,7,8-hexahydro-1H-pyrazolo[3,4-g]isoquinolin-4a-yl)(pyrimidin-2-yl)-(R/S)-methanol